N-(3-bromo-4-fluorophenyl)-4-((2,3-dihydroxy-3-methylbutyl)thio)-N'-hydroxy-1,2,5-oxadiazole-3-carboximidamide BrC=1C=C(C=CC1F)NC(=NO)C1=NON=C1SCC(C(C)(C)O)O